O=C1NC(C(N1CC1COCC1)=O)=O 2,4,5-trioxo-3-((tetrahydrofuran-3-yl)methyl)imidazolidin